(E)-4-(2-(3-(trifluoromethoxy)phenyl)thiazol-5-yl)but-3-en-2-one FC(OC=1C=C(C=CC1)C=1SC(=CN1)/C=C/C(C)=O)(F)F